BrC1=CC(=C(C=C1OC)CO)Cl (4-BROMO-2-CHLORO-5-METHOXYPHENYL)METHANOL